(2-(4-bromophenyl)-1H-imidazol-4-yl)methanol BrC1=CC=C(C=C1)C=1NC=C(N1)CO